6-[1-[4-[tert-butyl(dimethyl)silyl]oxycyclohexyl]-5-methyl-pyrazol-4-yl]-4-hydroxy-pyrazolo[1,5-a]pyridine-3-carbonitrile [Si](C)(C)(C(C)(C)C)OC1CCC(CC1)N1N=CC(=C1C)C=1C=C(C=2N(C1)N=CC2C#N)O